2-(4-((4-(7-(5-chloro-2-fluorophenyl)-2,3-dihydro-1H-pyrido[3,4-b][1,4]oxazin-1-yl)pyridin-2-yl)amino)pyridin-2-yl)propan-2-ol ClC=1C=CC(=C(C1)C1=CC2=C(OCCN2C2=CC(=NC=C2)NC2=CC(=NC=C2)C(C)(C)O)C=N1)F